tert-butyl 3-(4-cyanophenyl)-4-oxopiperidine-1-carboxylate C(#N)C1=CC=C(C=C1)C1CN(CCC1=O)C(=O)OC(C)(C)C